6-Bromo-(2,3,4-trifluorophenyl)-2-methylthio-4-oxo-3,4-dihydroquinazoline BrC=1C=C2C(N(C(=NC2=CC1)SC)C1=C(C(=C(C=C1)F)F)F)=O